C(#N)C=1C=C2COC(=O)C2=CC1 5-Cyanophthalid